methyl 2-{[(E)-{2-chloro-4-fluoro-5-[3-methyl-2,6-dioxo-4-(trifluoromethyl)-3,6-dihydropyrimidin-1(2H)-yl]benzylidene} amino]oxy}butanoate ClC1=C(\C=N\OC(C(=O)OC)CC)C=C(C(=C1)F)N1C(N(C(=CC1=O)C(F)(F)F)C)=O